butyl N-[(3S)-1-(pyrimidin-5-yl)piperidin-3-yl]carbamate N1=CN=CC(=C1)N1C[C@H](CCC1)NC(OCCCC)=O